COC=1C=CC=C2C(=C(C=NC12)C#N)C1=CC=C(C=C1)CS(=O)(=N)C 8-methoxy-4-(4-((S-methylsulfonimidoyl)methyl)phenyl)quinoline-3-carbonitrile